tert-Butyl (2R,5S)-4-(7-(4-cyanopyridin-2-yl)-5-(3-methylpyrazin-2-yl)-7H-pyrrolo[2,3-d]pyrimidin-4-yl)-2,5-dimethylpiperazine-1-carboxylate C(#N)C1=CC(=NC=C1)N1C=C(C2=C1N=CN=C2N2C[C@H](N(C[C@@H]2C)C(=O)OC(C)(C)C)C)C2=NC=CN=C2C